NC1=C(N=C2C(=N1)NC=C2)C(=O)NCC2=[N+](C1=C(N2OCCC)C=CC=C1)CCSC 2-[({3-amino-5H-pyrrolo[2,3-b]pyrazin-2-yl}formamido)methyl]-1-ethyl-methoxy-3-[2-(methylsulfanyl)ethyl]-1H-1,3-benzodiazol-3-ium